4-chloro-6-(4-methyl-6-oxo-1,4,5,6-tetrahydropyridazin-3-yl)benzo[d]thiazol-2(3H)-one ClC1=CC(=CC2=C1NC(S2)=O)C2=NNC(CC2C)=O